C1(CC1)C=1N=CC=2C3=C(C=C(C2C1)S(=O)(=O)NCC(C)C)[C@@H](CC3)N3C(=NN=C3)NCC |o1:21| (7R*)-3-cyclopropyl-7-[3-(ethylamino)-1,2,4-triazol-4-yl]-N-(2-methylpropyl)-8,9-dihydro-7H-cyclopenta[h]isoquinoline-5-sulfonamide